N-(3-morpholinopropyl)-8-nitroquinolin-4-amine O1CCN(CC1)CCCNC1=CC=NC2=C(C=CC=C12)[N+](=O)[O-]